C1(=CC=CC=C1)C1=C2C(=NC=C1)NC(=C2)C=O 4-PHENYL-1H-PYRROLO[2,3-B]PYRIDINE-2-CARBOXALDEHYDE